(2,4-dimethoxybenzyl)-2-(4-methyl-1H-imidazol-1-yl)-5-nitrobenzenesulfonamide COC1=C(CC=2C(=C(C=C(C2)[N+](=O)[O-])S(=O)(=O)N)N2C=NC(=C2)C)C=CC(=C1)OC